tert-Butyl 3-(3,3,3-trifluoro-2,2-dimethyl-propoxy)Pyrazole-1-carboxylate FC(C(COC1=NN(C=C1)C(=O)OC(C)(C)C)(C)C)(F)F